6-(3-Fluoro-5-isobutoxyphenyl)-2-(2-methylpyrrolidin-1-yl)-N-(1H-pyrazol-5-ylsulfonyl)pyridin-3-carboxamid FC=1C=C(C=C(C1)OCC(C)C)C1=CC=C(C(=N1)N1C(CCC1)C)C(=O)NS(=O)(=O)C1=CC=NN1